tert-butyl (R)-4-(2-chloro-7-methyl-6-oxo-5,6-dihydro-1,5-naphthyridine-3-carbonyl)-3-(2-hydroxyethyl)piperazine-1-carboxylate ClC1=NC=2C=C(C(NC2C=C1C(=O)N1[C@@H](CN(CC1)C(=O)OC(C)(C)C)CCO)=O)C